NC(C)(C)C1=CC=NC(=C1)C1=CCC(CC1)C(F)(F)F 4-(2-aminopropan-2-yl)-6-(4-(trifluoromethyl)cyclohex-1-en-1-yl)pyridin